2-(7-azabicyclo[2.2.1]heptan-7-yl)-N-(6-(5-methyl-1,3,4-thiadiazol-2-yl)isoquinolin-3-yl)acetamide C12CCC(CC1)N2CC(=O)NC=2N=CC1=CC=C(C=C1C2)C=2SC(=NN2)C